4-(6-(N-(6-(2-cyclopropylphenyl)-5-(trifluoromethyl)pyridin-2-yl)sulfamoyl)pyridin-2-yl)piperazine-1-carboxylic acid tert-butyl ester C(C)(C)(C)OC(=O)N1CCN(CC1)C1=NC(=CC=C1)S(NC1=NC(=C(C=C1)C(F)(F)F)C1=C(C=CC=C1)C1CC1)(=O)=O